Methyl 5-(2-aminoethylcarbamoyl)-2-(2-(4-fluorophenyl)butanamido)-4-methylthiophene-3-carboxylate trifluoroacetate FC(C(=O)O)(F)F.NCCNC(=O)C1=C(C(=C(S1)NC(C(CC)C1=CC=C(C=C1)F)=O)C(=O)OC)C